N-((S)-(7-((R*)-Cyclobutyl((S*)-4,4,4-trifluoro-3-methylbutanamido)methyl)imidazo[1,2-b]pyridazin-2-yl)(4,4-difluorocyclohexyl)methyl)-1-(ethyl-d5)-1H-pyrazole-5-carboxamide C1(CCC1)[C@H](C1=CC=2N(N=C1)C=C(N2)[C@@H](NC(=O)C2=CC=NN2C(C([2H])([2H])[2H])([2H])[2H])C2CCC(CC2)(F)F)NC(C[C@@H](C(F)(F)F)C)=O |o1:4,41|